(3-methyl-sulfonylphenyl)boronic acid CS(=O)(=O)C=1C=C(C=CC1)B(O)O